C1(C=CC=C1)[Ti](C1=C(C(=CC=C1F)CCNS(=O)(=O)CCCC)F)(C1=C(C(=CC=C1F)CCNS(=O)(=O)CCCC)F)C1C=CC=C1 di(cyclopentadienyl)-bis[2,6-difluoro-3-(2-(butylsulfonylamino)ethyl)phenyl]titanium